5'-Bromo-2'-deoxyuridine-5'-Triphosphate P(O)(=O)(OP(=O)(O)OP(=O)(O)O)OC([C@@H]1[C@H](C[C@@H](O1)N1C(=O)NC(=O)C=C1)O)Br